2-(phenylcarbonyl)hydrazine C1(=CC=CC=C1)C(=O)NN